(5-(thiophen-2-yl)-1,3,4-oxadiazol-2-yl)methylamine S1C(=CC=C1)C1=NN=C(O1)CN